COC(CCC1C2N(C(CN1C(=O)OC(C)(C)C)C2)C(=O)OCC2=CC=CC=C2)=O 6-benzyl 3-tert-butyl 2-(3-methoxy-3-oxo-propyl)-3,6-diazabicyclo[3.1.1]heptane-3,6-dicarboxylate